COC1=NC(=NN2C1=C(C=C2)C2=CC1=C(N=NN1C)C=C2)NC2CC(C2)(C(=O)O)C 3-[[4-methoxy-5-(3-methylbenzotriazole-5-yl)pyrrolo[2,1-f][1,2,4]triazin-2-yl]amino]-1-methylcyclobutane-1-carboxylic acid